N1N=CC(=C1)C1=C2C=NN=C(C2=CC=C1)C=1CCN(CC1)C(=O)OC(C)(C)C tert-butyl 4-[5-(1H-pyrazol-4-yl)phthalazin-1-yl]-3,6-dihydro-2H-pyridine-1-carboxylate